1,2,3,4-tetrahydroquinolin-3-yl-carbamic acid tert-butyl ester C(C)(C)(C)OC(NC1CNC2=CC=CC=C2C1)=O